IC=1C(=CC2=C(OCO2)C1)N1C=CC2=CC=CC=C12 1-(6-iodobenzo[d][1,3]dioxol-5-yl)-1H-indole